1-(5-((methylamino)methyl)thiophen-2-yl)-2-((2-(trifluoromethyl)pyrido[2,3-d]pyrimidin-4-yl)thio)ethan-1-one hydrochloride Cl.CNCC1=CC=C(S1)C(CSC=1C2=C(N=C(N1)C(F)(F)F)N=CC=C2)=O